C(C)C1=NNC(=N1)CC1=CC=CC=C1 3-Ethyl-5-(phenylmethyl)-1,2,4-triazole